C(C)C(COC(CCCCCCCCC(=CCCCCCCC)COC(CCCCCCCC(\C=C\CCCCCCC)COC(CCCCCCCCCCCCCCCCC)=O)=O)=O)CCCC 10-((((E)-9-((stearoyloxy)methyl)octadec-10-enoyl)oxy)methyl)octadec-10-enoic acid (2'-ethylhexyl) ester